OC1=C(C=C(C=C1)C1=NOC(=N1)[C@H]1N(CCC1)C(=O)OC(C)(C)C)C(F)(F)F tert-butyl (S)-2-(3-(4-hydroxy-3-(trifluoromethyl)phenyl)-1,2,4-oxadiazol-5-yl)pyrrolidine-1-carboxylate